OCC1CCCCO1 tetrahydro-6-(hydroxymethyl)pyran